1,3-Bis-(1-methyl-1-isocyanato-ethyl)-benzol CC(C)(N=C=O)C1=CC(=CC=C1)C(C)(C)N=C=O